C(C)(C)(C)N(C(=O)OC1CC(C1)OCC1=CC=CC=C1)CCON (1R,3R)-3-(benzyloxy)cyclobutanol tert-butyl-N-(2-aminooxyethyl)carbamate